2-((4-chlorophenyl)thio)-N-(5-methyl-1-(pyridin-4-yl)-1H-pyrazol-4-yl)acetamide ClC1=CC=C(C=C1)SCC(=O)NC=1C=NN(C1C)C1=CC=NC=C1